Cl.C(C)NC(=O)C1=NC(=C(C=C1)N1CCNCC1)F N-ethyl-6-fluoro-5-(piperazin-1-yl)pyridinecarboxamide hydrochloride